C1(CC1)[C@@H](\C=C\S(=O)(=O)C)NC(=O)N1[C@H](C[C@H](CC1)C(C)(F)F)C1=CC=CC=C1 (2R,4S)-N-((S,E)-1-cyclopropyl-3-(methylsulfonyl)allyl)-4-(1,1-difluoroethyl)-2-phenylpiperidine-1-carboxamide